C(C=C)(=O)N1CC(C1)(F)CN1C2=C(N(C(C1=O)=O)C=1C(=NC=CC1C(C)C)C(C)C)N=C(C(=C2)Cl)C2=C(C=CC=C2O)Cl 1-((1-acryloyl-3-fluoroazetidin-3-yl)methyl)-7-chloro-6-(2-chloro-6-hydroxyphenyl)-4-(2,4-diisopropylpyridin-3-yl)-1,4-dihydropyrido[2,3-b]pyrazine-2,3-dione